5-(2-Phenylaminovinyl)-4-cyano-3-(2-chloro-6-fluorophenyl)isoxazole C1(=CC=CC=C1)NC=CC1=C(C(=NO1)C1=C(C=CC=C1F)Cl)C#N